2-(((1r,4r)-4-(((4-chlorophenyl)(3-fluorophenyl)carbamoyl-oxy)methyl)cyclohexyl)methoxy)acetic acid ClC1=CC=C(C=C1)N(C(=O)OCC1CCC(CC1)COCC(=O)O)C1=CC(=CC=C1)F